N-Cyclohexylaminomethyldimethoxymethylsilan C1(CCCCC1)NC[SiH2]C(OC)OC